[Na+].S(=O)(=O)(OCCCCCCCCCCCCCCCCCC)[O-] stearyl sulfate sodium salt